tantalum penta(dimethylamine) CNC.CNC.CNC.CNC.CNC.[Ta]